BrC1=CC=C(C=C1)S(=O)(=NC)C 1-bromo-4-(N,S-dimethylsulfonimidoyl)benzene